C1(=CC=CC2=CC=CC=C12)CNC(=N)N 1-(naphthalen-1-ylmethyl)guanidine